Propane-1-one trifluoroacetate FC(C(=O)O)(F)F.C(CC)=O